(R,Z)-N-(4-((4-([1,2,4]triazolo[1,5-a]pyridin-7-yloxy)-5-fluoro-2-(methoxy-d3)phenyl)amino)-7-methoxyquinazolin-6-yl)-2-fluoro-3-(1-methylpyrrolidin-2-yl)acrylamide N=1C=NN2C1C=C(C=C2)OC2=CC(=C(C=C2F)NC2=NC=NC1=CC(=C(C=C21)NC(/C(=C/[C@@H]2N(CCC2)C)/F)=O)OC)OC([2H])([2H])[2H]